3-chloro-N-[1-[2-(5-chloro-2-pyridyl)-5-(methylsulfonylmethyl)-1,2,4-triazol-3-yl]ethyl]-5-methylsulfonyl-benzamide ClC=1C=C(C(=O)NC(C)C=2N(N=C(N2)CS(=O)(=O)C)C2=NC=C(C=C2)Cl)C=C(C1)S(=O)(=O)C